FC1=C(C(=CC=C1)F)[C@@H]1CCCC=2N1N=C(N2)C(=O)N[C@@H]2C(N(C=1N(CC2)N=CC1)C)=O (S)-5-(2,6-difluorophenyl)-N-((S)-4-methyl-5-oxo-5,6,7,8-tetrahydro-4H-pyrazolo[1,5-a][1,3]diazepin-6-yl)-5,6,7,8-tetrahydro-[1,2,4]triazolo[1,5-a]pyridine-2-carboxamide